CC1=NC(=NC=C1CN1N=CC(=C1)NC(O)=O)S(=O)(=O)C.NCCNCCC[Si](OC)(OC)OC (3-(2-aminoethyl)aminopropyl)trimethoxysilane (1-((4-methyl-2-(methylsulfonyl)pyrimidin-5-yl)methyl)-1H-pyrazol-4-yl)carbamate